OCC12OC(OC1C(CO2)O)(C)C (hydroxymethyl)-2,2-dimethyltetrahydrofuro[2,3-d][1,3]dioxol-6-ol